C1(CC1)C[C@@](C)(N)C1=NOC(=N1)C (2R)-1-cyclopropyl-2-(5-methyl-1,2,4-Oxadiazol-3-yl)propan-2-amine